COC1=CC=C(CN(S(=O)(=O)C=2C3=CN(N=C3C=C(C2)NC(CC2=C(C=CC=C2)Cl)=O)CC2=CC=C(C=C2)C)CC2=CC=C(C=C2)OC)C=C1 N-(4-(N,N-bis(4-methoxybenzyl)sulfamoyl)-2-(4-methylbenzyl)-2H-indazol-6-yl)-2-(2-chlorophenyl)acetamide